nickel cobalt silver [Ag].[Co].[Ni]